N-(2-(4'-(morpholine-4-carbonyl)biphenyl-4-yl)propan-2-yl)-1,4-diazabicyclo[3.2.2]nonane-4-carboxamide N1(CCOCC1)C(=O)C1=CC=C(C=C1)C1=CC=C(C=C1)C(C)(C)NC(=O)N1CCN2CCC1CC2